N2-tert-butyl-6-cyclopropyl-7-[4-(methoxy)phenyl]-3,4-dihydropyrrolo[1,2-a]pyrazine-2,8(1H)-dicarboxamide C(C)(C)(C)NC(=O)N1CC=2N(CC1)C(=C(C2C(=O)N)C2=CC=C(C=C2)OC)C2CC2